FC1=CC=C(CC=2C=CC(=NC2)C2OCCN(C2)C(CCN2N=CC3=CC=CC=C23)=O)C=C1 1-(2-(5-(4-fluorobenzyl)pyridin-2-yl)morpholino)-3-(1H-indazol-1-yl)propan-1-one